3-amino-N-[4-[4-[6-chloro-4-(trifluoromethyl)-2-pyridinyl]piperazin-1-yl]sulfonylphenyl]benzamide NC=1C=C(C(=O)NC2=CC=C(C=C2)S(=O)(=O)N2CCN(CC2)C2=NC(=CC(=C2)C(F)(F)F)Cl)C=CC1